Cl.NCCOCC(=O)NC1=C2CN(C(C2=CC=C1)=O)C1C(NC(CC1)=O)=O 2-(2-aminoethoxy)-N-(2-(2,6-dioxopiperidin-3-yl)-1-oxoisoindolin-4-yl)acetamide hydrochloride